C(C1=CC=CC=C1)OC1=C(N(C=CC1=O)C[C@@H](O)C1=CC=C(C=C1)F)C (S)-3-(benzyloxy)-1-(2-(4-fluorophenyl)-2-hydroxyethyl)-2-methylpyridin-4(1H)-one